2-(2,2,3,3,4,4,5,5-octafluoropentyl)-2-(3,3,3-trifluoro-propyl)malononitrile FC(CC(C#N)(C#N)CCC(F)(F)F)(C(C(C(F)F)(F)F)(F)F)F